2,4-dichloro-5-((2,2,2-trifluoroethyl)thio)aniline ClC1=C(N)C=C(C(=C1)Cl)SCC(F)(F)F